2-(3-(benzyloxy)phenyl)-7-((2-hydroxyethyl)sulfonyl)-2,6,6-trimethylheptanoic acid C(C1=CC=CC=C1)OC=1C=C(C=CC1)C(C(=O)O)(CCCC(CS(=O)(=O)CCO)(C)C)C